O=C(C(=O)O)C(C)C α-Ketoisovaleric acid